P(=O)(OC)(OC)[O-].[Li+] Lithium Dimethyl Phosphate